CC1=C(C(=O)NC2(CC2)C2=CC(=CC3=CC=CC=C23)C=2SC(=CC2)C)C=C(C=C1)OCC1N(CC1)C 2-Methyl-5-((1-methylazetidin-2-yl)methoxy)-N-(1-(3-(5-methylthiophen-2-yl)naphthalen-1-yl)cyclopropyl)benzamide